C(#N)C1=CC(=C(COC2=CC=CC(=N2)N2CC3=NN(C=C3C2)CC2=NC3=C(N2CC2(COC2)OC)C=C(C=C3)C(=O)OC)C=C1)F methyl 2-((5-(6-((4-cyano-2-fluorobenzyl)oxy)pyridin-2-yl)-5,6-dihydropyrrolo[3,4-c]pyrazol-2(4H)-yl)methyl)-1-((3-methoxyoxetan-3-yl)methyl)-1H-benzo[d]imidazole-6-carboxylate